1-butane-sulfonic acid C(CCC)S(=O)(=O)O